CC1=NN=C(O1)C=1C(=C2C(=NC1CCC1CCOCC1)N1N(C2=O)CCC1)C1=CC2=C(NC(O2)=O)C=C1 6-(3-(5-methyl-1,3,4-oxadiazol-2-yl)-5-oxo-2-(2-(tetrahydro-2H-pyran-4-yl)ethyl)-8,9-dihydro-5H,7H-pyrazolo[1',2':1,2]pyrazolo[3,4-b]pyridin-4-yl)benzo[d]oxazol-2(3H)-one